OC(CN(CCCNC(CCCCCCCCCCCCCCCCC)=O)CCCOCCCCCCCC)CO N-[3-[(2,3-dihydroxypropyl)(3-octyloxypropyl)amino]propyl]stearamide